NC1=NC(=C(C=C1C=1C=C2CCNC(C2=CC1)=O)C1=C(C=C(C(=C1)F)OC1CCNCC1)F)F 6-(2-amino-5-(2,5-difluoro-4-(piperidin-4-yloxy)phenyl)-6-fluoropyridin-3-yl)-3,4-dihydroisoquinolin-1(2H)-one